O=CCCCCCCCCC(=O)C(O)(C[N+](C)(C)C)CC([O-])=O Oxodecanoylcarnitine